N[C@H](C(=O)O)CCC1=C(C=CC=C1)Cl (S)-2-amino-4-(2-chlorophenyl)butanoic acid